CCC[N+](C)(CC)CC.[N-](S(=O)(=O)F)S(=O)(=O)F N,N-diethyl-N-methyl-N-propylammonium bis(fluorosulfonyl)imide